CC=1C(=C2C=CN=C(C2=CC1)C=1C(=NC=C(C1)N)N)[N+](=O)[O-] (6-methyl-5-nitroisoquinolin-1-yl)pyridine-2,5-diamine